tert-butyl (3-(3-bromo-7-carbamoyl-5,6-difluoro-2-methyl-1H-indol-4-yl)cyclohexyl)carbamate BrC1=C(NC2=C(C(=C(C(=C12)C1CC(CCC1)NC(OC(C)(C)C)=O)F)F)C(N)=O)C